C1(CC1)C1=CC(=NN1)NC(CC1=NN(C=C1)C1=CC(=C(C=C1)F)F)=O N-(5-cyclopropyl-1H-pyrazol-3-yl)-2-[1-(3,4-difluorophenyl)pyrazol-3-yl]acetamide